4-(2-((tert-butyldimethylsilyl)oxy)ethyl)-5-(methyl-d3)-2-phenyloxazole [Si](C)(C)(C(C)(C)C)OCCC=1N=C(OC1C([2H])([2H])[2H])C1=CC=CC=C1